(2,6-dioxo-piperidin-3-yl)-4-[6-(4-{4-[5-(4-methanesulfonyl-phenyl)-[1,2,4]triazolo[1,5-a]pyridin-2-ylamino]-phenyl}-piperazin-1-yl)-6-oxo-hexylamino]-isoindole-1,3-dione O=C1NC(CCC1C=1C(=C2C(NC(C2=CC1)=O)=O)NCCCCCC(=O)N1CCN(CC1)C1=CC=C(C=C1)NC1=NN2C(C=CC=C2C2=CC=C(C=C2)S(=O)(=O)C)=N1)=O